2,2-diethyl-N-[(1E)-(hydroxyimino)[2-(trifluoromethyl)pyridin-3-yl]methyl]-4-oxo-3,4-dihydro-2H-1-benzopyran-7-carboxamide C(C)C1(OC2=C(C(C1)=O)C=CC(=C2)C(=O)N/C(/C=2C(=NC=CC2)C(F)(F)F)=N/O)CC